5-(4-isopropylphenylthio)-1,2-indanedione C(C)(C)C1=CC=C(C=C1)SC=1C=C2CC(C(C2=CC1)=O)=O